ClCC1=C(N=CN1C)CCC 5-(Chloromethyl)-1-methyl-4-propylimidazole